CC1=C2C=CN=CC2=C(C3=C1NC4=C3C=C(C=C4)O)C The molecule is a organic heterotetracyclic compound that is ellipticine in which the hydrogen at position 9 has been replaced by a hydroxy group. It has a role as an antineoplastic agent. It is an organonitrogen heterocyclic compound and an organic heterotetracyclic compound.